2-Chloro-N-{2-[4-(difluoromethyl)-1,3-thiazol-5-yl]-2-[4-(1,5-naphthyridin-4-yloxy)piperidin-1-yl]ethyl}-6-fluorobenzamide ClC1=C(C(=O)NCC(N2CCC(CC2)OC2=CC=NC3=CC=CN=C23)C2=C(N=CS2)C(F)F)C(=CC=C1)F